FC(S(=O)(=O)[O-])(F)F.FC(C(C(F)(F)F)(F)F)(F)[I+]C1=CC=CC=C1 (perfluoropropyl)phenyl-iodonium trifluoromethanesulfonate